S1C(=NC2=C1C=CC=C2)[C@H]2N(C[C@@H](C2)O)C(CC(C)C)=O (S)-1-((2S,4R)-2-(benzo[d]thiazol-2-yl)-4-hydroxypyrrolidin-1-yl)-3-methyl-1-oxobutan